bis(2-butyloctyl) 10-[(1-tert-butoxycarbonyl-4-piperidyl)methylamino]nonadecanedioate C(C)(C)(C)OC(=O)N1CCC(CC1)CNC(CCCCCCCCC(=O)OCC(CCCCCC)CCCC)CCCCCCCCC(=O)OCC(CCCCCC)CCCC